tert-butyl 4-(2-bromo-4-(2-((2-chloro-4-(trifluoromethyl)phenyl)amino)-2-oxoethyl)-5-ethyl-7-oxo-4,7-dihydropyrazolo[1,5-a]pyrimidin-6-yl)piperazine-1-carboxylate BrC1=NN2C(N(C(=C(C2=O)N2CCN(CC2)C(=O)OC(C)(C)C)CC)CC(=O)NC2=C(C=C(C=C2)C(F)(F)F)Cl)=C1